N1=C(C=NC=C1)C1=NOC(C1)C(=O)N 3-(pyrazin-2-yl)-4,5-dihydroisoxazole-5-carboxamide